COC1=CC(=CC2=C1OC(CO2)C=2C(=NC(=CC2)OC)C)CN2C=NC=1C2=NC=CC1 3-((8-methoxy-2-(6-methoxy-2-methylpyridin-3-yl)-2,3-dihydrobenzo[b][1,4]dioxin-6-yl)methyl)-3H-imidazo[4,5-b]pyridine